trimethyl-3-cyclohexene-1-carboxaldehyde CC1(C(CCC=C1)(C=O)C)C